1-(chroman-6-yl)ethan-1-amine O1CCCC2=CC(=CC=C12)C(C)N